(S)-2-((tert-Butoxycarbonyl)amino)-3-((S)-5-oxo-4-azaspiro[2.4]hept-6-yl)propanoic acid C(C)(C)(C)OC(=O)N[C@H](C(=O)O)C[C@@H]1C(NC2(CC2)C1)=O